((1S,6R)-3-methyl-6-(prop-1-en-2-yl)cyclohex-2-enyl)-5-pentylbenzene-1,3-diol CC1=C[C@@H]([C@@H](CC1)C(=C)C)C1=C(C=C(C=C1O)CCCCC)O